methylene-6-((5-isopropyl-1-propylamino-imidazol-4-yl)methylene)piperazine-2,5-dione C=C1C(NC(C(N1)=O)=CC=1N=CN(C1C(C)C)NCCC)=O